FC1=C(OCCCC2=C(N=CS2)C(=O)O)C=CC(=C1)C#CCO 5-{3-[2-fluoro-4-(3-hydroxypropan-1-yn-1-yl)phenoxy]Propyl}-1,3-thiazole-4-carboxylic acid